C(CC)NC(O[C@H]1C[C@H](CC1)C1=CC(=NN1)NC(CC1=C(C=C(C=C1)OC)S(=O)(=O)C)=O)=O (1R,3S)-3-[3-({[4-methoxy-2-(methylsulfonyl) phenyl]acetyl} amino)-1H-pyrazol-5-yl]cyclopentyl propylcarbamate